N-(2-fluorobenzyl)-2,2-dimethyl-N-(prop-2-yn-1-yl)butanamide FC1=C(CN(C(C(CC)(C)C)=O)CC#C)C=CC=C1